methyl 7-((2S,5R)-4-(tert-butoxycarbonyl)-5-ethyl-2-methylpiperazin-1-yl)-4-methyl-5-oxo-4,5-dihydropyrazolo[1,5-a]pyrimidine-2-carboxylate C(C)(C)(C)OC(=O)N1C[C@@H](N(C[C@H]1CC)C1=CC(N(C=2N1N=C(C2)C(=O)OC)C)=O)C